NC=1C(=C(C(=O)NC2=C(C=C(C=C2C(F)(F)F)C(C(F)(F)F)(C(F)(F)F)F)I)C=CC1)F 3-amino-2-fluoro-N-[2-iodo-4-[1,1,1,2,3,3,3-heptafluoroprop-2-yl]-6-(trifluoromethyl)phenyl]benzamide